tributoxy(methyl)silane C(CCC)O[Si](C)(OCCCC)OCCCC